N-((5-(2-fluoro-4-(trifluoromethyl)phenyl)-1,2,4-oxadiazol-3-yl)methyl)-2-chloropyridine-3-carboxamide FC1=C(C=CC(=C1)C(F)(F)F)C1=NC(=NO1)CNC(=O)C=1C(=NC=CC1)Cl